2-(4-chlorobutyl)-4-(thiophen-3-yl)-2,3-dihydropyridazin-3-one ClCCCCN1N=CC=C(C1=O)C1=CSC=C1